tert-Butyl ethyl((1-methyl-5-oxo-1,4-diazepan-6-yl)methyl)carbamate C(C)N(C(OC(C)(C)C)=O)CC1C(NCCN(C1)C)=O